C1(=C(C(=C(C(=C1[2H])[2H])[2H])[2H])[2H])C1=C(C=CC=C1)C1=CC=CC=C1 (phenyl-d5)biphenyl